ClC=1C=C2C=CNC2=CC1 5-chloro-indole